2-(((tert-Butyloxycarbonyl)(cyclobutylmethyl)amino)methyl)-6-((pyrazolo[1,5-a]pyrido[2,3-e]pyrazine-8-carboxamido)methyl)-1H-indole-1-carboxylic acid tert-butyl ester C(C)(C)(C)OC(=O)N1C(=CC2=CC=C(C=C12)CNC(=O)C1=CC2=C(N=CC=3N2N=CC3)N=C1)CN(CC1CCC1)C(=O)OC(C)(C)C